C(C)(=O)OCC(OCC(C)OCC)C dipropylene glycol monoethyl ether acetate